C(C1=CC=CC=C1)OCC1=CC=C(C=C1)NC(=O)C=1C(=C(C=CC1F)C=1C=C(C(=NC1)C)C(=O)O)F 5-[3-[[4-(Benzyloxymethyl)phenyl]carbamoyl]-2,4-difluoro-phenyl]-2-methyl-pyridine-3-carboxylic acid